C12CCC1OS2(=O)=O cyclobutanesultone